NC1CCC(CC1)OC1=CC=C(OCCCC(=O)OC)C=C1 methyl 4-(4-(((1r,4r)-4-aminocyclohexyl)oxy)phenoxy)butanoate